NC=1C(=NON1)N1N=NC(=C1)C(=O)NNCC1=C(C=CC(=C1)[N+](=O)[O-])O (E)-1-(4-amino-1,2,5-oxadiazol-3-yl)-N'-(2-hydroxy-5-nitrobenzyl)-1H-1,2,3-triazole-4-carbohydrazide